N-(4-trifluoromethylphenyl)-5-fluorosalicylamide FC(C1=CC=C(C=C1)NC(C=1C(O)=CC=C(C1)F)=O)(F)F